FC(C(C)(O)C)(C1=C(C(=CC=C1)[C@@H](C)NC=1C2=C(N=C(N1)C)C=NC(=C2)S(=O)(=O)C)F)F 1,1-difluoro-1-{2-fluoro-3-[(1R)-1-{[6-(methylsulfonyl)-2-methylpyrido[3,4-d]pyrimidin-4-yl]amino}ethyl]phenyl}-2-methylpropan-2-ol